The molecule is the parent member of the class of aplysiatoxins. It is a cyanotoxin produced by several species of freshwater and marine cyanobacteria, as well as algae and molluscs. It has a role as a carcinogenic agent, a cyanotoxin, a protein kinase C agonist, a marine metabolite and an algal metabolite. It is a member of aplysiatoxins, a cyclic hemiketal, an ether, a secondary alcohol, a bromophenol, an organic heterotricyclic compound and a spiroketal. C[C@@H]1CC([C@@]23CC([C@@H]([C@H](O2)[C@@H](C)CC[C@@H](C4=C(C=CC(=C4)O)Br)OC)C)OC(=O)C[C@@H](OC(=O)C[C@@]1(O3)O)[C@@H](C)O)(C)C